(1r,3r,5r)-2-(((3S)-1-((3-cyano-1-azetidinyl)sulfonyl)-3-piperidinyl)carbonyl)-N-(2-fluoro-4-(trifluoromethyl)benzyl)-2-azabicyclo[3.1.0]hexane-3-carboxamide C(#N)C1CN(C1)S(=O)(=O)N1C[C@H](CCC1)C(=O)N1[C@@H]2C[C@@H]2C[C@@H]1C(=O)NCC1=C(C=C(C=C1)C(F)(F)F)F